(S)-N-(4-(((8-bromo-2-(2-(2-hydroxyethyl)piperidin-1-yl)pyrazolo[1,5-a][1,3,5]triazin-4-yl)amino)methyl)phenyl)propanamide BrC=1C=NN2C1N=C(N=C2NCC2=CC=C(C=C2)NC(CC)=O)N2[C@@H](CCCC2)CCO